ClC1C2CCCCC2CCC1 7-chloro-bicyclo[4.4.0]decaN